N-(4-Methoxy-3-((E)-2-(trans-4-(trifluoromethyl)cyclohexyl)vinyl)phenyl)acrylamide COC1=C(C=C(C=C1)NC(C=C)=O)\C=C\[C@@H]1CC[C@H](CC1)C(F)(F)F